C(C1=CC=CC=C1)(=O)OC1=C(C(=C(C=C1C)C1CCCCCC1)C)OC(C1=CC=CC=C1)=O 4-(cycloheptyl)-3,6-dimethyl-1,2-phenylene dibenzoate